2-anilino-3-methyl-6-(N-ethyl-p-methylanilino)fluorene N(C1=CC=CC=C1)C1=CC=2CC3=CC=C(C=C3C2C=C1C)N(C1=CC=C(C=C1)C)CC